5-[4-amino-5-(trifluoromethyl)pyrrolo[2,1-f][1,2,4]triazin-7-yl]-2-chloro-N-[(3R,4S)-4-fluoro-1-(4-fluorobenzoyl)pyrrolidin-3-yl]benzamide NC1=NC=NN2C1=C(C=C2C=2C=CC(=C(C(=O)N[C@@H]1CN(C[C@@H]1F)C(C1=CC=C(C=C1)F)=O)C2)Cl)C(F)(F)F